2-((1r,3r)-3-((6-(3-((2-(2,6-dioxopiperidin-3-yl)-1-oxoisoindolin-5-yl)oxy)prop-1-yn-1-yl)pyridin-3-yl)oxy)cyclobutoxy)-5-(5H-pyrido[4,3-b]indol-7-yl)nicotinonitrile O=C1NC(CC[C@H]1N1C(C2=CC=C(C=C2C1)OCC#CC1=CC=C(C=N1)OC1CC(C1)OC1=C(C#N)C=C(C=N1)C=1C=CC=2C3=C(NC2C1)C=CN=C3)=O)=O